(6-chloro-2-(((3R,3aR,6R,6aR)-6-((tetrahydro-2H-pyran-2-yl)oxy)hexahydrofuro[3,2-b]furan-3-yl)oxy)-1-((2-(trimethylsilyl)ethoxy)methyl)-1H-imidazo[4,5-b]pyridin-5-yl)boronic acid ClC=1C=C2C(=NC1B(O)O)N=C(N2COCC[Si](C)(C)C)O[C@H]2[C@@H]1[C@H](OC2)[C@@H](CO1)OC1OCCCC1